5,6-Difluoro-2-(((tetrahydro-2H-pyran-4-yl)thio)methyl)-7-(((tetrahydrofuran-3-yl)methyl)amino)quinazolin-4(3H)-one FC1=C2C(NC(=NC2=CC(=C1F)NCC1COCC1)CSC1CCOCC1)=O